CC=1NC2=C(N1)C=C(C(=C2)Cl)Cl 2-methyl-5,6-dichlorobenzimidazole